N[C@@H](C)C=1N(S(C2=C(C1)C=NC=C2)(=O)=O)C=2C=NNC2 (S)-3-(1-aminoethyl)-2-(1H-pyrazol-4-yl)-2H-pyrido[3,4-e][1,2]Thiazine-1,1-dioxide